methyl N-[5-[6-[methyl-(2,3,4-trifluorophenyl)carbamoyl]imidazo[1,2-a]pyridin-3-yl]-2-pyridyl]carbamate CN(C(=O)C=1C=CC=2N(C1)C(=CN2)C=2C=CC(=NC2)NC(OC)=O)C2=C(C(=C(C=C2)F)F)F